C(C)(=O)N1CCC(CC1)(OCC)C=1C(N(C2=C(C(=NC(=C2C1)Cl)C)OC[C@H]1N(CCC1)C)C)=O (S)-3-(1-acetyl-4-ethoxypiperidin-4-yl)-5-chloro-1,7-dimethyl-8-((1-Methylpyrrolidin-2-yl)methoxy)-1,6-naphthyridin-2(1H)-one